heptacontanethiol C(CCCCCCCCCCCCCCCCCCCCCCCCCCCCCCCCCCCCCCCCCCCCCCCCCCCCCCCCCCCCCCCCCCCCC)S